(hexylamino)-N-methyl-5-nitro-benzenesulfonamide C(CCCCC)NC1=C(C=C(C=C1)[N+](=O)[O-])S(=O)(=O)NC